FC1=CC=C(C=C1)[C@@H]1N(OCC1)C1=CC(=NC=N1)NC1=C(C=C(C=C1)N1CCC(CC1)N1CCN(CC1)C)OC (R)-6-(3-(4-fluorophenyl)isoxazolidin-2-yl)-N-(2-methoxy-4-(4-(4-methylpiperazine-1-yl)piperidin-1-yl)phenyl)pyrimidin-4-amine